(1,4-diazabicyclo[3.2.2]nonan-4-yl)((4aS,5aS)-3-(4-fluorophenyl)-4,4a,5,5a-tetrahydro-1H-cyclopropa[4,5]cyclopenta[1,2-c]pyrazol-1-yl)-methanone N12CCN(C(CC1)CC2)C(=O)N2N=C(C1=C2[C@@H]2[C@H](C1)C2)C2=CC=C(C=C2)F